2-methyl-N-(2-methyl-4-(6-methylpyrazin-2-yl)phenyl)-2-(2-(methylsulfonylamino)pyrimidin-4-yl)propionamide CC(C(=O)NC1=C(C=C(C=C1)C1=NC(=CN=C1)C)C)(C)C1=NC(=NC=C1)NS(=O)(=O)C